C(C)(=O)C1=CC2=C([C@@H](CO2)N(C(OC(C)(C)C)=O)C)C=C1 tert-butyl (S)-(6-acetyl-2,3-dihydrobenzofuran-3-yl)(methyl)carbamate